1-(4-(5-((4-(4-morpholino-7H-pyrrolo[2,3-d]pyrimidin-6-yl)phenyl)amino)pyrazin-2-yl)piperazin-1-yl)prop-2-en-1-one O1CCN(CC1)C=1C2=C(N=CN1)NC(=C2)C2=CC=C(C=C2)NC=2N=CC(=NC2)N2CCN(CC2)C(C=C)=O